2-[2-[3,4-Difluoro-2-(hydroxymethyl)phenoxy]-4-methyl-5-(trifluoromethyl)-3-pyridinyl]-4-oxo-1H-1,6-naphthyridine-5-carboxamide FC=1C(=C(OC2=NC=C(C(=C2C=2NC=3C=CN=C(C3C(C2)=O)C(=O)N)C)C(F)(F)F)C=CC1F)CO